N-(5-(2-hydroxypropan-2-yl)-4'-((2-methyl-5-(methylsulfonyl)phenyl)amino)-[2,3'-bipyridin]-6'-yl)acetamide OC(C)(C)C=1C=CC(=NC1)C=1C=NC(=CC1NC1=C(C=CC(=C1)S(=O)(=O)C)C)NC(C)=O